ClC1=CC=C(C=C1)C1C(O1)C(=O)C1=CC=C(C=C1)Cl (3-(4-chlorophenyl)oxiran-2-yl)(4-chlorophenyl)methanone